(3,3-difluoropropyl) (3,3,3-trifluoropropyl) sulfite S(=O)(OCCC(F)F)OCCC(F)(F)F